C1(CC1)CC(=O)N cyclopropan-1-carboxyamide